NC(C(=O)O)CCCCC(C(=O)O)N 2,7-diaminosuberic acid